4-oxa-3,10a,11,13,14-pentaaza-6,9-methanonaphtho[1,8-ab]heptalen-14-carboxylate C1=C2N=CN=C3C2=C(OCC2=C4C=CC(=CN32)N4C(=O)[O-])N=C1